C(=C)SC1=CC2=CC=C(C=C2C=C1)SC=C 2,6-bis(vinylmercapto)naphthalene